2-(6-((2S,5R)-4-(1-(2,2-dimethyl-4-oxochroman-7-yl)ethyl)-2,5-dimethylpiperazin-1-yl)-9-ethyl-3-methyl-2-oxo-3,9-dihydro-2H-purin-8-yl)acetonitrile CC1(OC2=CC(=CC=C2C(C1)=O)C(C)N1C[C@@H](N(C[C@H]1C)C=1C=2N=C(N(C2N(C(N1)=O)C)CC)CC#N)C)C